C1(CCCCC1)S(=O)(=O)N1CC(CCC1)C(=O)N1CCN(CC1)C1=CC=NC2=CC(=CC=C12)F (1-(cyclohexylsulfonyl)piperidin-3-yl)(4-(7-fluoroquinolin-4-yl)piperazin-1-yl)methanone